CC=1C=NC=C(C1NC(=O)C1=CN=C(S1)NC1=NC(=NC(=C1)N1CCN(CC1)CCO)C)C N-(3,5-dimethylpyridin-4-yl)-2-((6-(4-(2-hydroxyethyl)piperazin-1-yl)-2-methylpyrimidin-4-yl)amino)thiazole-5-carboxamide